C1(CC1)NC(C1=CC(=C(C=C1)C=1C=C2C=NC(=NC2=CC1)N[C@H]1[C@H](CCC1)NC#CC)OC)=O N-cyclopropyl-3-methoxy-4-(2-(((1R,2S)-2-propynylaminocyclopentyl)amino)quinazolin-6-yl)benzamide